FC1=CC=C(C=C1)NC(=O)C1=NN(C(C=C1C)=O)C1=CC(=C(C=C1)OC1=CC=NC2=CC(=C(C=C12)OC)OCCCN1CCOCC1)F N-(4-fluorophenyl)-1-{3-fluoro-4-[6-methoxy-7-(3-morpholinopropoxy)quinolin-4-yloxy]phenyl}-4-methyl-6-oxo-1,6-dihydropyridazine-3-carboxamide